(3R)-3-{[2-(1-methyl-1H-pyrazol-4-yl)[1,2,4]triazolo[1,5-c]quinazolin-5-yl]amino}pyrrolidin-2-one CN1N=CC(=C1)C1=NN2C(=NC=3C=CC=CC3C2=N1)N[C@H]1C(NCC1)=O